3-Cyclopropyl-1-(((trans)-1-methyl-3-(trifluoromethyl)cyclobutyl)methyl)-N-(2-(methylthio)pyridin-4-yl)-4-(trifluoromethyl)-1H-pyrazole-5-carboxamide C1(CC1)C1=NN(C(=C1C(F)(F)F)C(=O)NC1=CC(=NC=C1)SC)CC1(CC(C1)C(F)(F)F)C